2-Amino-7-fluoro-3-isopropylquinoline-6-carboxylic acid methyl ester COC(=O)C=1C=C2C=C(C(=NC2=CC1F)N)C(C)C